[O-2].[Ce+4].[O-2] cerium (IV)-oxide